C(C)(C)(C)C1=CC=C(CC(C=O)C)C=C1 para-t-butyl-alpha-methyl-hydrocinnamaldehyde